F[Sb-](F)(F)(F)(F)F.C1(=CC=CC=C1)[IH+] phenyl-iodonium hexafluoroantimonate